5-(1-methyl-1,2,3,6-tetrahydropyridin-4-yl)-1H-benzo[d]Imidazole CN1CCC(=CC1)C1=CC2=C(NC=N2)C=C1